C1(CC1)C(=O)NC1=NC=CC(=C1)NC1=C(C=CC(=N1)N1CCN(CC1)C(=O)OC(C)(C)C)[N+](=O)[O-] tert-butyl 4-{6-[(2-cyclopropaneamidopyridin-4-yl)amino]-5-nitropyridin-2-yl}piperazine-1-carboxylate